1,1-dibromo-3-butyl-1,3-disilacyclobutane Br[Si]1(C[SiH](C1)CCCC)Br